N-methyl-2'-(1-methyl-1H-pyrazolo[3,4-d]pyrimidin-6-yloxy)biphenyl-3-amine CNC=1C=C(C=CC1)C1=C(C=CC=C1)OC1=NC=C2C(=N1)N(N=C2)C